(S)-1-(3-aminopiperidin-1-yl)-2-(3-isopropyl-2-(2-methylpyridin-4-yl)-1H-indol-5-yl)-2-methylpropan-1-one N[C@@H]1CN(CCC1)C(C(C)(C)C=1C=C2C(=C(NC2=CC1)C1=CC(=NC=C1)C)C(C)C)=O